4,4'-bis[(4-(4-sulfoanilino)-6-bis(2-hydroxyethyl)amino-1,3,5-triazin-2-yl)amino]stilbene-2,2'-disulfonate S(=O)(=O)(O)C1=CC=C(NC2=NC(=NC(=N2)N(CCO)CCO)NC=2C=C(C(=CC2)C=CC=2C(=CC(=CC2)NC2=NC(=NC(=N2)NC2=CC=C(C=C2)S(=O)(=O)O)N(CCO)CCO)S(=O)(=O)[O-])S(=O)(=O)[O-])C=C1